2-[[5-(4-Methoxyphenyl)-2-furanyl]methylene]-1H-indene-1,3(2H)-dione COC1=CC=C(C=C1)C1=CC=C(O1)C=C1C(C2=CC=CC=C2C1=O)=O